N-[(1S)-1-[(1R)-7-[2-[(1R,4R)-2,5-diazabicyclo[2.2.1]heptan-2-yl]-4-pyridyl]tetralin-1-yl]-2-[4-(3,5-dimethylimidazol-4-yl)anilino]-2-oxo-ethyl]-1-fluoro-cyclopropanecarboxamide [C@H]12N(C[C@H](NC1)C2)C2=NC=CC(=C2)C2=CC=C1CCC[C@H](C1=C2)[C@@H](C(=O)NC2=CC=C(C=C2)C=2N(C=NC2C)C)NC(=O)C2(CC2)F